BrC1=CC=CC=2NCCOCC21 6-bromo-1,2,3,5-tetrahydro-benzo[e][1,4]oxazepine